FC1(CC2(CC2)OC2=C(C(=C(C=C12)F)C1=C(C=NN1C)B1OC(C(O1)(C)C)(C)C)C#N)F 4,4,6-Trifluoro-7-(1-methyl-4-(4,4,5,5-tetramethyl-1,3,2-dioxaborolan-2-yl)-1H-pyrazol-5-yl)spiro[chroman-2,1'-cyclopropane]-8-carbonitrile